N-methyl-N'-(2-hydroxyethyl)piperazine CN1CCN(CC1)CCO